ClC=1C=C(OCC=2N(C(=NN2)[C@@H]2CC[C@H](CC2)C2=NOC(=C2)[C@@H]2CC[C@H](CO2)NC(OC(C)(C)C)=O)C)C=CC1 tert-Butyl {(3R,6S)-6-[3-(trans-4-{5-[(3-chlorophenoxy)methyl]-4-methyl-4H-1,2,4-triazol-3-yl}cyclohexyl)-1,2-oxazol-5-yl]tetrahydro-2H-pyran-3-yl}carbamate